(5S)-5-(2-Azabicyclo[2.1.1]hex-2-ylcarbonyl)-2-{[6-(trifluoromethyl)pyridin-3-yl]methyl}-5,6,7,8-tetrahydro[1,2,4]triazolo[4,3-a]pyridin-3(2H)-one C12N(CC(C1)C2)C(=O)[C@@H]2CCCC=1N2C(N(N1)CC=1C=NC(=CC1)C(F)(F)F)=O